CC12CCCC(C1C=CC34C2CCC(C3)C(=C)C4)(C)C(=O)O ent-6,16-Kauradien-19-oic acid